3-(2-chloro-7-(4-(((2S,3S)-3-(ethoxycarbonyl)bicyclo[2.2.2]octan-2-yl)amino)-5-fluoro-6-(thien-2-yl)pyrimidin-2-yl)-5H-pyrrolo[2,3-b]pyrazin-5-yl)propionic acid ClC=1N=C2C(=NC1)N(C=C2C2=NC(=C(C(=N2)N[C@H]2C1CCC([C@@H]2C(=O)OCC)CC1)F)C=1SC=CC1)CCC(=O)O